C1(CC1)CCC=1N(C=C(N1)C=1C(=NC=CC1)N1CCC(CC1)N1CCOCC1)C(=O)N (2-Cyclopropylethyl)-4-(2-(4-Morpholinopiperidin-1-yl)pyridin-3-yl)-1H-imidazole-1-carboxamide